1,2-bis(3,5-dinitropyrazolyl)ethane cerium lithium fluoride [F-].[Li+].[Ce+3].[N+](=O)([O-])C1=NNC(=C1CCC=1C(=NNC1[N+](=O)[O-])[N+](=O)[O-])[N+](=O)[O-].[F-].[F-].[F-]